ON=C(N)C1=NC=C(C=C1O)NC1=NN(C=N1)C1=CC=C(C=C1)C(F)(F)F N',3-dihydroxy-5-((1-(4-(trifluoromethyl)phenyl)-1H-1,2,4-triazol-3-yl)amino)pyridinecarboxamidine